CC1(N(CCC1)C(=O)N1CC2=C(CC1)N=C(S2)N2C1CN(CC2CC1)C(=O)OC(C)(C)C)C tert-butyl 8-(5-(2,2-dimethylpyrrolidine-1-carbonyl)-4,5,6,7-tetrahydrothiazolo[5,4-c]pyridin-2-yl)-3,8-diazabicyclo[3.2.1]octane-3-carboxylate